NC(C(=O)O)(C)C1=CC(=CC=C1)C(F)(F)F 2-amino-2-(3-(trifluoromethyl)phenyl)propanoic acid